(1s,3s)-1-cyano-3-(cyanomethyl)cyclobutylamine hydrochloride Cl.C(#N)C1(CC(C1)CC#N)N